ClC=1C=C(C=C(C1)Cl)C1=NC(=CC(=N1)CN1CCC(CC1)CNC(C)=O)OC=1C=NC(=CC1)N1CCNCC1 N-((1-((2-(3,5-dichlorophenyl)-6-((6-(piperazin-1-yl)pyridin-3-yl)oxy)pyrimidin-4-yl)methyl)piperidin-4-yl)methyl)acetamide